(E)-N-(1-(2-(3-(hydroxyamino)-3-oxoprop-1-en-1-yl)phenyl)piperidin-4-yl)-4-(methylsulfonyl)butanamide ONC(/C=C/C1=C(C=CC=C1)N1CCC(CC1)NC(CCCS(=O)(=O)C)=O)=O